C(C)(C)(C)OC(NC(CC1CCC(CC1)S(=O)(=O)Cl)(C)C)=O (1-((1s,4s)-4-(chlorosulfonyl)cyclohexyl)-2-methylpropan-2-yl)carbamic acid tert-butyl ester